2-(benzo[b]thiophen-5-yl)-5-methyloctahydropyrrolo[3,4-c]pyrrole S1C2=C(C=C1)C=C(C=C2)N2CC1CN(CC1C2)C